(±)-cis-tert-butyl-3-ethoxy-4-((5-isopropoxypyridin-2-yl)oxy)piperidine-1-carboxylate C(C)(C)(C)OC(=O)N1C[C@H]([C@H](CC1)OC1=NC=C(C=C1)OC(C)C)OCC |r|